tert-butyl (((1r,4r)-4-(2-(1H-imidazol-1-yl)-5H-pyrrolo[3,2-d]pyrimidine-4-carboxamido)cyclohexyl)methyl)carbamate N1(C=NC=C1)C=1N=C(C2=C(N1)C=CN2)C(=O)NC2CCC(CC2)CNC(OC(C)(C)C)=O